ClC=1C=C(C=C(C1)Cl)C1=CN2C(=C(C=C2C=C1)S(=O)(=O)CC)C1=NC=2C(=NC=C(C2)C(F)(F)F)N1C 2-(6-(3,5-dichlorophenyl)-2-(ethylsulfonyl)indolizin-3-yl)-3-methyl-6-(trifluoromethyl)-3H-imidazo[4,5-b]pyridine